[Cl-].[Cl-].C[SiH](C)[Ti+](C1C=CC=2CCCCC12)C1C=CC=2CCCCC12.C[SiH](C)[Ti+](C1C=CC=2CCCCC12)C1C=CC=2CCCCC12 racemic-dimethylsilyl-bis(4,5,6,7-tetrahydro-1-indenyl)titanium (IV) dichloride